CC1=NN=C2N1C(C1=C(N2CCCCC)C=C(N1)C=1C=NN(C1)C1CN(C1)C(=O)OC(C)(C)C)=O tert-Butyl 3-(4-(3-methyl-5-oxo-9-pentyl-6,9-dihydro-5H-pyrrolo[3,2-d][1,2,4]triazolo[4,3-a]pyrimidin-7-yl)-1H-pyrazol-1-yl)azetidine-1-carboxylate